FC(C1=NN(C(=C1)C)C1=C(C=O)C=CC(=C1)B1OC(C(O1)(C)C)(C)C)F 2-[3-(difluoromethyl)-5-methyl-pyrazol-1-yl]-4-(4,4,5,5-tetramethyl-1,3,2-dioxaborolan-2-yl)benzaldehyde